FC(C(C#CF)(C(F)(F)F)F)(F)F pentafluoro-3-trifluoromethyl-1-butyne